C(C=C)(=O)NC(C)CC 2-Acrylamidobutan